The molecule is a homocysteic acid with L-configuration. It has a role as a NMDA receptor agonist. It is an enantiomer of a D-homocysteic acid. C(CS(=O)(=O)O)[C@@H](C(=O)O)N